F[C@H](C(=O)N)[C@@](C)(O)C1=CC=C(C=C1)F (2s,3s)-2-fluoro-3-(4-fluorophenyl)-3-hydroxybutyramide